tert-butyl (S)-4-(7-(3,5-difluorophenyl)-5-(3-methylpyrazin-2-yl)-7H-pyrrolo[2,3-d]pyrimidin-4-yl)-3-methylpiperazine-1-carboxylate FC=1C=C(C=C(C1)F)N1C=C(C2=C1N=CN=C2N2[C@H](CN(CC2)C(=O)OC(C)(C)C)C)C2=NC=CN=C2C